(2S)-1-(3-(isopentylsulfonyl)phenoxy)-3-(8-(naphthalen-2-ylsulfonyl)-1-oxa-8-azaspiro[4.5]decan-3-ylamino)propan-2-ol C(CC(C)C)S(=O)(=O)C=1C=C(OC[C@H](CNC2COC3(C2)CCN(CC3)S(=O)(=O)C3=CC2=CC=CC=C2C=C3)O)C=CC1